CN1C=C(C=C(C1=O)C)C1=CC(=C(CN2CCC(CC2)OC2CCN(CC2)C(=O)C=2C=C(C=CC2)N2C(NC(CC2)=O)=O)C=C1OC)OC 1-(3-(4-((1-(4-(1,5-dimethyl-6-oxo-1,6-dihydropyridin-3-yl)-2,5-dimethoxybenzyl)piperidin-4-yl)oxy)piperidine-1-carbonyl)phenyl)dihydropyrimidine-2,4(1H,3H)-dione